2-amino-3-[1,1':3',1''-terphenyl-4-yl]-propionic acid NC(C(=O)O)CC1=CC=C(C=C1)C1=CC(=CC=C1)C1=CC=CC=C1